FC(OC1=NC=C(C=C1S(=O)(=O)N(CC1=CC(=CC=C1)F)CC)F)F 2-(difluoromethoxy)-N-ethyl-5-fluoro-N-(3-fluorobenzyl)pyridine-3-sulfonamide